C(C)(C)(C)OC(=O)N1C(=C(C2=CC(=CC=C12)CC=O)C(C)C)C1=CC(=NC(=C1)C)C 2-(2,6-Dimethylpyridin-4-yl)-3-isopropyl-5-(2-oxoethyl)-1H-indole-1-carboxylic acid tert-butyl ester